C[C@@H]1CN(C[C@@H](C1)NCC1=CC(=CC=C1)N1CCN(CC1)C)C1=C2C=CC=NC2=C(C=C1)C#N 5-[(3S,5R)-3-methyl-5-[[3-(4-methylpiperazin-1-yl)phenyl]methylamino]-1-piperidinyl]quinoline-8-carbonitrile